3,3'-bis(aminophenoxy)biphenyl NC1=C(OC=2C=C(C=CC2)C2=CC(=CC=C2)OC2=C(C=CC=C2)N)C=CC=C1